BrC1CC2(OCCO2)C=2C(=CC=C(C12)OC1=C(C#N)C=C(C=C1)F)SC(F)(F)F (3-bromo-7-(trifluoromethylthio)-2,3-dihydrospiro[indene-1,2'-[1,3]dioxolane]-4-oxy)-5-fluorobenzonitrile